BrC1=C(C(=NC=C1)CN(C)C)O bromo-2-((dimethylamino)methyl)pyridin-3-ol